CC(=CS(=O)(=O)O)C1=CC=CC=C1 (α-methyl)-styrene-sulfonic acid